C(C)(=O)N1CCC(CC1)C1=NN(C=2C=CC=C(C12)C1=C(C=C2C=NN(C2=C1)C)F)CC(=O)NCC(=O)NCC(=O)O (2-{2-[3-(1-acetylpiperidin-4-yl)-5'-fluoro-1'-methyl-[4,6'-biindazol]-1-yl]acetamido}acetamido)acetic acid